(S)-3-amino-8-(but-2-ynoyl)-6,6a,7,8,9,10-hexahydropyrazino[1,2-d]pyrido[3,2-b][1,4]oxazine-2-carbonitrile NC1=CC=2OC[C@H]3N(C2N=C1C#N)CCN(C3)C(C#CC)=O